(S)-N-(1-(3,4-dichlorophenyl)-2-(4-methylpiperazin-1-yl)ethyl)-4-phenoxybenzenesulfonamide ClC=1C=C(C=CC1Cl)[C@@H](CN1CCN(CC1)C)NS(=O)(=O)C1=CC=C(C=C1)OC1=CC=CC=C1